(R)-(5-((2-amino-2,4-dimethylpentyl)oxy)-6-methyl-[2,4'-bipyridyl]-2'-yl)carbamic acid methyl ester COC(NC1=NC=CC(=C1)C1=NC(=C(C=C1)OC[C@](CC(C)C)(C)N)C)=O